3-(2,4-Dichloro-methoxyphenyl)-2-sulfanylquinazolin-4(3H)-one ClC1=C(C=CC(=C1OC)Cl)N1C(=NC2=CC=CC=C2C1=O)S